FC=1C=C(C=CC1CN1C(=NC=C1)C)C1=C(SC(=C1)CC(C)C)S(=O)(=O)NC(OCC(C)(C)O)=O 2-hydroxy-2-methylpropyl (3-(3-fluoro-4-((2-methyl-1H-imidazol-1-yl)methyl)-phenyl)-5-isobutylthiophen-2-yl)sulfonylcarbamate